methyl-2-butenolide CC=1C(=O)OCC1